C1=C(C=CC2=CC=CC=C12)C(=O)C Methyl Beta-Naphthyl Ketone